2-methyl-5-(quinoline-8-sulfonylamino)naphtho[1,2-b]furan-3-carboxylic acid methyl ester COC(=O)C=1C2=C(OC1C)C1=CC=CC=C1C(=C2)NS(=O)(=O)C=2C=CC=C1C=CC=NC21